1-(4-(1-(2,6-dichlorophenyl)azetidin-3-yl)-2-ethyl-6-methylbenzyl)piperidine-4-carboxylic acid ClC1=C(C(=CC=C1)Cl)N1CC(C1)C1=CC(=C(CN2CCC(CC2)C(=O)O)C(=C1)C)CC